3-Nitro-N-(3,4,5-trifluorophenyl)pyridine-2-amine [N+](=O)([O-])C=1C(=NC=CC1)NC1=CC(=C(C(=C1)F)F)F